N-(4-(1-(3-acrylamidophenyl)-2-oxo-1H-imidazo[4,5-c]pyridin-3(2H)-yl)phenyl)-3-methylbenzamide C(C=C)(=O)NC=1C=C(C=CC1)N1C(N(C=2C=NC=CC21)C2=CC=C(C=C2)NC(C2=CC(=CC=C2)C)=O)=O